8-(4-chloro-2-fluorophenyl)-2,3-dimethyl-6-[(2s,4r)-2-(1-methyl-1H-pyrazol-4-yl)oxetan-4-yl]-3H,4H-pyrimido[5,4-d][1,3]diazin-4-one ClC1=CC(=C(C=C1)C1=NC(=NC2=C1N=C(N(C2=O)C)C)[C@H]2C[C@H](O2)C=2C=NN(C2)C)F